2-[[2,2-bis[[(1-oxoallyl)oxy]methyl]butoxy]methyl]-2-ethyl-1,3-propanediol O=C(C=C)OCC(COCC(CO)(CO)CC)(CC)COC(C=C)=O